OC=1C=C(C#N)C=C(C1)N1N=CC=2C1=CN=C(C2)N2CCN(CC2)S(=O)(=O)C 3-Hydroxy-5-(5-(4-(methylsulfonyl)piperazin-1-yl)-1H-pyrazolo[3,4-c]pyridin-1-yl)benzonitrile